2,3-dihydro-2,2-dimethyl-7-benzo-furanol methyl-carbamate CNC(=O)OC1=CC=CC=2CC(OC21)(C)C